6-bromo-N-(trans-3-methoxycyclobutyl)-3-nitrocinnolin-4-amine BrC=1C=C2C(=C(N=NC2=CC1)[N+](=O)[O-])N[C@@H]1C[C@H](C1)OC